3-hydroxy-6,7-dimethoxy-2-(4-(trifluoromethyl)phenyl)-4H-chromen-4-one OC1=C(OC2=CC(=C(C=C2C1=O)OC)OC)C1=CC=C(C=C1)C(F)(F)F